S1C=NC2=C1C=CC(=C2)C2=CC[C@@H](CN2C(=O)OC(C)(C)C)C tert-butyl (3S)-6-(1,3-benzothiazol-5-yl)-3-methyl-3,4-dihydro-2H-pyridine-1-carboxylate